C(C1=CC=CC=C1)N1N=C(C(N(C1=O)CC1=CC=CC=C1)=O)C(C)C 2,4-dibenzyl-6-isopropyl-1,2,4-triazine-3,5(2H,4H)-dione